FC(CCC[NH-])F Difluorobutylamide